OC1(CC(C1)(C#N)C)C1=CC2=C(N=C(N=C2)C2=CC=3C(N=C2)=NN(C3)C)S1 trans-3-hydroxy-1-methyl-3-(2-(2-methyl-2H-pyrazolo[3,4-b]pyridin-5-yl)thieno[2,3-d]pyrimidin-6-yl)cyclobutanecarbonitrile